COC1=CC=C(C=C1)N1CN(CC1C1=CC2=CC=CC=C2C=C1)C1=CC=CC=C1 3-(4-methoxyphenyl)-4-(naphthalen-2-yl)-1-phenylimidazolidine